5-acetyl-2,3-dihydrobenzo(b)furan C(C)(=O)C1=CC2=C(OCC2)C=C1